N1(CCN(CCN(CCN(CC1)P(OC)(O)=O)P(OC)(O)=O)P(OC)(O)=O)P(OC)(O)=O 1,4,7,10-Tetraazacyclododecane-1,4,7,10-tetrayl-tetrakis(methylphosphonic acid)